2-cyclohexyl-N-[5-[3-(isopropylsulfamoyl)-4-methoxyphenyl]-4-methyl-thiazol-2-yl]acetamide C1(CCCCC1)CC(=O)NC=1SC(=C(N1)C)C1=CC(=C(C=C1)OC)S(NC(C)C)(=O)=O